1-methyl-4,4'-bipiperidine CN1CCC(CC1)C1CCNCC1